methyl-oxonium C[OH2+]